CC1[C@](NCC1)(C(=O)N[C@@H](C)C1=CC=C(C=C1)C1=C(N=CS1)C)C(CC(C)C1=CC(=NO1)OC1CN(C1)CC1CCNCC1)=O (2R)-3-methyl-2-[3-[[1-(4-piperidylmethyl)azetidin-3-yl]oxyisoxazol-5-yl]butanoyl]-N-[(1S)-1-[4-(4-methylthiazol-5-yl)phenyl]ethyl]pyrrolidine-2-carboxamide